2-(2'-hydroxyphenyl) benzothiazolate S1C(=NC2=C1C=CC=C2)C(=O)OC2=C(C=CC=C2)O